C(C)(=O)OCCCOC methoxypropyl acetate